ClC1=C(C=CC(=C1)[N+](=O)[O-])N1CCC(CC1)(O)CC(=O)OC(C)(C)C tert-butyl 2-[1-(2-chloro-4-nitro-phenyl)-4-hydroxy-4-piperidyl]acetate